FC(F)C1=C(C#N)C=CC=C1 (difluoromethyl)benzonitrile